FC1=CC=C(C=C1)NC1=NC=NC(=N1)N1C=2N(CCC1)N=C(C2)I N-(4-fluorophenyl)-4-(2-iodo-6,7-dihydropyrazolo[1,5-a]pyrimidin-4(5H)-yl)-1,3,5-triazin-2-amine